4-benzyloxy-2-chloro-6-fluoro-5-methoxy-quinoline C(C1=CC=CC=C1)OC1=CC(=NC2=CC=C(C(=C12)OC)F)Cl